(2,4-dicumyl)phenoxy-1,3-dinitrobenzene C(C)(C)(C1=CC=CC=C1)C1=C(OC2=C(C=CC=C2[N+](=O)[O-])[N+](=O)[O-])C=CC(=C1)C(C)(C)C1=CC=CC=C1